6-((6-((2-Hexyldecanoyl)oxy)-2-hydroxyhexyl)(3-(2-methyl-1H-imidazol-1-yl)propyl)amino)hexyl 2-hexyldecanoate C(CCCCC)C(C(=O)OCCCCCCN(CCCN1C(=NC=C1)C)CC(CCCCOC(C(CCCCCCCC)CCCCCC)=O)O)CCCCCCCC